C(C1=CC=CC=C1)NC(=O)C1(CC1)NC(=O)C1=CC(=NN1C1=NC=CC=C1Cl)Br N-(1-(benzylcarbamoyl)cyclopropyl)-3-bromo-1-(3-chloropyridin-2-yl)-1H-pyrazole-5-carboxamide